(5-(3,4-Dimethylphenyl)-3-methylisoxazol-4-yl)methanol CC=1C=C(C=CC1C)C1=C(C(=NO1)C)CO